ClC1=CC(=C(C=C1C(=O)ON=C(C)C(C)=O)N1C(N(C(N(C1=O)C)=S)C)=O)F 3-(4-chloro-2-fluoro-5-((3-oxobutan-2-ylideneamino)oxycarbonyl)phenyl)-1,5-dimethyl-6-thioxo-1,3,5-triazine-2,4-dione